2-(4-(2-(5-hydroxy-6-oxo-1,6-dihydropyrimidin-4-yl)ethyl)phenyl)benzofuran-5-carbonitrile OC1=C(N=CNC1=O)CCC1=CC=C(C=C1)C=1OC2=C(C1)C=C(C=C2)C#N